S1C2=C(C(=C1)C=C(C(C)=O)C(C)=O)C=CC=C2 3-(benzo[b]thiophen-3-ylmethylene)pentane-2,4-dione